1-hydroxyhexadecan OCCCCCCCCCCCCCCCC